6-(2-amino-6-fluoro-5-(4-(4-isopropylpiperazin-1-yl)phenyl)pyridin-3-yl)-8-(methylamino)-3,4-dihydroisoquinolin-1(2H)-one NC1=NC(=C(C=C1C=1C=C2CCNC(C2=C(C1)NC)=O)C1=CC=C(C=C1)N1CCN(CC1)C(C)C)F